BrC=1C=CC=2NC3=CC=CC(=C3SC2C1)Br 3,6-dibromophenothiazine